1-[4-(4-Hydroxypiperidin-1-yl)phenyl]-3-(4-pentoxyphenyl)prop-2-en-1-one OC1CCN(CC1)C1=CC=C(C=C1)C(C=CC1=CC=C(C=C1)OCCCCC)=O